CC1=C(C=C(C=C1)NC(=O)C1CCNCC1)C(N[C@H](C)C1=CC=CC2=CC=CC=C12)=O (R)-N-(4-methyl-3-((1-(naphthalen-1-yl)ethyl)carbamoyl)phenyl)piperidine-4-carboxamide